NC1=NC=2C=C(C(=CC2C2=C1C=NN2C)C(=O)N([C@H]2COC1=C2C=CC(=C1)S(=O)(=O)C)C)F 4-amino-7-fluoro-N,1-dimethyl-N-((3R)-6-(methylsulfonyl)-2,3-dihydro-1-benzofuran-3-yl)-1H-pyrazolo[4,3-c]-quinoline-8-carboxamide